ClC=1C(=NC(=CC1)C)C(=O)NC(C(=O)O)CCOC1CC(C1)CCC1=NC=2NCCCC2C=C1 2-[(3-chloro-6-methyl-pyridine-2-carbonyl)amino]-4-[3-[2-(5,6,7,8-tetrahydro-1,8-naphthyridin-2-yl)ethyl]cyclobutoxy]butanoic acid